C1(CCC1)C1=C(C=CC(=C1F)F)OC 2-cyclobutyl-3,4-difluoro-1-methoxybenzene